tert-butyl (((2S,4R)-4-(6-carbamoyl-2-fluoro-3-methoxyphenyl)-5-chloro-2-phenyl-2,3-dihydrobenzofuran-2-yl)methyl)carbamate C(N)(=O)C1=CC=C(C(=C1C1=C(C=CC2=C1C[C@](O2)(C2=CC=CC=C2)CNC(OC(C)(C)C)=O)Cl)F)OC